1-(1-(3-isopropyl-1,2,4-oxadiazol-5-yl)piperidin-4-yl)ethanol C(C)(C)C1=NOC(=N1)N1CCC(CC1)C(C)O